ClC1=C(CN2C(=NC3=C2C=CC(=C3)C(=O)O)C(C)C3=CC=C(C=C3)CC(C)C)C=CC=C1 1-(2-chlorobenzyl)-2-(1-(4-isobutylphenyl)ethyl)-1H-benzo[d]Imidazole-5-carboxylic acid